FC=C(CC(F)F)F 1,2,4,4-Tetrafluoro-1-butene